(5R,8R)-N-(4-bromo-2-chlorobenzyl)-5-fluoro-8-hydroxy-5,6,7,8-tetra-hydroquinoline-5-carboxamide BrC1=CC(=C(CNC(=O)[C@@]2(C=3C=CC=NC3[C@@H](CC2)O)F)C=C1)Cl